CC1=NC=C(C(=C1)C1=CC=2N(C=C1)N=C(C2)NC2=NN(C(=C2)C(F)(F)F)C)OC2C[C@@H]1COC[C@H](C2)N1 5-[2-methyl-5-[[(1S,5R,7s)-3-oxa-9-azabicyclo[3.3.1]nonan-7-yl]oxy]-4-pyridyl]-N-[1-methyl-5-(trifluoromethyl)pyrazol-3-yl]pyrazolo[1,5-a]pyridin-2-amine